4-((3-(4-((1-benzyl-1H-1,2,3-triazol-5-yl)oxy)-2,3-difluorophenyl)imidazo[1,2-a]pyrazin-8-yl)amino)-2-ethyl-N-(piperidin-4-ylmethyl)benzamide hydrochloride Cl.C(C1=CC=CC=C1)N1N=NC=C1OC1=C(C(=C(C=C1)C1=CN=C2N1C=CN=C2NC2=CC(=C(C(=O)NCC1CCNCC1)C=C2)CC)F)F